5-((R)-2-methyl-1,4-oxaazepan-4-yl)pyrazolo[1,5-a]pyrimidine-3-carboxamide C[C@H]1OCCCN(C1)C1=NC=2N(C=C1)N=CC2C(=O)N